(3S,4R,5R,6S)-3,4,5,6,7-pentahydroxyheptanone O[C@H](C(C)=O)[C@@H]([C@@H]([C@H](CO)O)O)O